NC(CC[C@H](NC(=O)N1CC2=CC=CC(=C2CC1)C1=CC=C(C=C1)C(F)(F)F)C=1C=C(C=CC1)NC(OC(C)(C)C)=O)=O t-butyl (S)-(3-(4-amino-4-oxo-1-(5-(4-(trifluoromethyl)phenyl)-1,2,3,4-tetrahydroisoquinoline-2-carboxamido)butyl)phenyl)carbamate